(R)-1-(5-(4,4-difluoropiperidin-1-yl)-3,9-dimethylimidazo[1,2-c]quinazolin-7-yl)ethan-1-amine FC1(CCN(CC1)C1=NC=2C(=CC(=CC2C=2N1C(=CN2)C)C)[C@@H](C)N)F